3-(1-(1-(7-fluoro-quinolin-6-yl)-ethyl)-1H-imidazo[4,5-b]pyrazin-6-yl)-pyridin-2-amine FC1=C(C=C2C=CC=NC2=C1)C(C)N1C=NC=2C1=NC(=CN2)C=2C(=NC=CC2)N